C(C)(C)C1=C(NC2=CC=C(C=C12)C1CN(CCC1)C1COC1)C=1C=C(C=2N(C1)N=CN2)OC 6-(3-Isopropyl-5-(1-(oxetan-3-yl)piperidin-3-yl)-1H-indol-2-yl)-8-methoxy-[1,2,4]triazolo[1,5-a]pyridin